(S)-1-amino-4-(4-((4-bromopyridin-2-yl)carbamoyl)phenyl)-2-(1-(but-2-ynoyl)piperidin-2-yl)-1H-imidazole-5-carboxamide NN1C(=NC(=C1C(=O)N)C1=CC=C(C=C1)C(NC1=NC=CC(=C1)Br)=O)[C@H]1N(CCCC1)C(C#CC)=O